(2S,4R)-1-[(2S)-3,3-dimethyl-2-[4-(1-phenylcyclopropyl)triazol-1-yl]butanoyl]-4-hydroxy-N-methyl-pyrrolidine-2-carboxamide CC([C@@H](C(=O)N1[C@@H](C[C@H](C1)O)C(=O)NC)N1N=NC(=C1)C1(CC1)C1=CC=CC=C1)(C)C